6-((endo-8-Azabicyclo[3.2.1]octan-3-yl)oxy)-N-(4-([1,2,4]triazolo[1,5-c]pyrimidin-7-yl-oxy)-3-methylphenyl)quinazolin-4-amine C12CC(CC(CC1)N2)OC=2C=C1C(=NC=NC1=CC2)NC2=CC(=C(C=C2)OC2=CC=1N(C=N2)N=CN1)C